3-(3-methyl-2-oxo-4-(piperidin-4-ylethynyl)-2,3-dihydro-1H-benzo[d]imidazol-1-yl)piperidine-2,6-dione CN1C(N(C2=C1C(=CC=C2)C#CC2CCNCC2)C2C(NC(CC2)=O)=O)=O